ClC1=C(C(=O)NCC(C2=C(N=CS2)C(F)F)N2CCC(CC2)COC=2SC=C(N2)Cl)C(=CC=C1)F 2-Chloro-N-[2-(4-{[(4-chloro-1,3-thiazol-2-yl)oxy]methyl}piperidin-1-yl)-2-[4-(difluoromethyl)-1,3-thiazol-5-yl]ethyl]-6-fluorobenzamide